4-(benzyloxy)-2-chloro-6-(4-fluorophenyl)pyridine-3-carbonitrile C(C1=CC=CC=C1)OC1=C(C(=NC(=C1)C1=CC=C(C=C1)F)Cl)C#N